methyl 2-((4-(3-(4-chloro-2-fluorophenyl)-3-methyl-4-carbonylchroman-5-yl)piperidin-1-yl)methyl)-1-(((S)-oxetan-2-yl)methyl)-1H-benzo[d]imidazole-6-carboxylate ClC1=CC(=C(C=C1)C1(COC2=CC=CC(=C2C1=C=O)C1CCN(CC1)CC1=NC2=C(N1C[C@H]1OCC1)C=C(C=C2)C(=O)OC)C)F